2,3-dihydro-1H-pyrrolo[1,2-a]-indol C1CCN2C1=CC=1C=CC=CC21